5-methylthiazolo[5,4-d]pyrimidin-7(6H)-one CC=1NC(C2=C(N1)SC=N2)=O